1,2,3-tri(aminomethyl)benzene NCC1=C(C(=CC=C1)CN)CN